CC(C)(C)NS(=O)(=O)C1=CC=CS1 N-tert-butyl-2-thiophenesulfonamide